methyl (S)-3-(2-chloro-N-(1-(4-(trifluoromethyl)phenyl)ethyl) acetamido)-1-phenylazetidine-3-carboxylate ClCC(=O)N([C@@H](C)C1=CC=C(C=C1)C(F)(F)F)C1(CN(C1)C1=CC=CC=C1)C(=O)OC